(2-(N-(tert-Butyl)sulfamoyl)-5-(o-tolyl)thiophen-3-yl)boronic Acid C(C)(C)(C)NS(=O)(=O)C=1SC(=CC1B(O)O)C1=C(C=CC=C1)C